(S)-N-(2-Chloro-4-methylpyridin-3-yl)-5-fluoro-4-(2-(2-hydroxypropan-2-yl)-1-methyl-1H-imidazol-4-yl)-2-((1,1,1-trifluoropropan-2-yl)oxy)benzamide ClC1=NC=CC(=C1NC(C1=C(C=C(C(=C1)F)C=1N=C(N(C1)C)C(C)(C)O)O[C@H](C(F)(F)F)C)=O)C